(E)-N-(6-(4-((tris(4-methoxyphenyl)methoxy)methyl)-4-(hydroxymethyl)piperidin-1-yl)-6-oxohexyl)-4-((4-(dimethylamino)phenyl)diazenyl)benzamide COC1=CC=C(C=C1)C(OCC1(CCN(CC1)C(CCCCCNC(C1=CC=C(C=C1)\N=N\C1=CC=C(C=C1)N(C)C)=O)=O)CO)(C1=CC=C(C=C1)OC)C1=CC=C(C=C1)OC